C(C1=CC=CC=C1)OC1=NC(=CC=C1C1=NN(C2=CC(=CC=C12)OCC(=O)OC(C)(C)C)C)OCC1=CC=CC=C1 tert-butyl 2-((3-(2,6-bis(benzyloxy)pyridin-3-yl)-1-methyl-1H-indazol-6-yl)oxy)acetate